BrC1=C2C=CC(=CC2=CC=C1)C(=O)[O-] 5-bromo-2-naphthoate